4-(3-(5-fluoropyrimidin-2-yl)-2-methoxyanilino)-N-(methyl-d3)pyridazine-3-carboxamide FC=1C=NC(=NC1)C=1C(=C(NC2=C(N=NC=C2)C(=O)NC([2H])([2H])[2H])C=CC1)OC